C1(CCC1)N1C[C@H](CC1)NC1=C2C(=NC=3C=C(C(=CC13)OC)OC)CCC2 (3S)-1-cyclobutyl-N-{6,7-dimethoxy-1H,2H,3H-cyclopenta[b]quinolin-9-yl}pyrrolidin-3-amine